5-Fluoro-N4-(3-hydroxy-4-methylphenyl)-N2-[3-[(N-methylamino)carbonylmethyleneoxy]phenyl]-2,4-pyrimidinediamine CC1=C(C=C(C=C1)NC2=NC(=NC=C2F)NC3=CC(=CCC3)OCC(=O)NC)O